C(C)(C)(C)OC(=O)NCC1(CCN(CC1)C=1N=CC(=NC1)SC=1C(=C(C=CC1)N1CCC(CC1)C(=O)OCC)Cl)C Ethyl 1-(3-((5-(4-(((tert-butoxycarbonyl)amino)methyl)-4-methylpiperidin-1-yl)pyrazin-2-yl)thio)-2-chlorophenyl)piperidine-4-Carboxylate